ClN1C[C@H](CC1)C(=O)NC=1SC=2CN(CCC2N1)S(=O)(=O)C1=CC=CC=C1 (S)-1-chloro-N-(5-(phenylsulfonyl)-4,5,6,7-tetrahydrothiazolo[5,4-c]pyridin-2-yl)pyrrolidine-3-carboxamide